5,6-dimethoxy-2,3-dihydro-1H-indene COC=1C=C2CCCC2=CC1OC